4-((S)-4-propenoyl-2-methylpiperazin-1-yl)-7-(2-amino-5-chloro-3,6-difluorophenyl)-6-chloro-1-(2-isopropyl-4-(methylsulfanyl)pyridin-3-yl)pyrido[2,3-d]pyrimidin-2(1H)-one C(C=C)(=O)N1C[C@@H](N(CC1)C=1C2=C(N(C(N1)=O)C=1C(=NC=CC1SC)C(C)C)N=C(C(=C2)Cl)C2=C(C(=CC(=C2F)Cl)F)N)C